dimethylbenzocyclobutene CC1(CC=2C1=CC=CC2)C